dipropylene glycol diacrylate diacrylate C(C=C)(=O)O.C(C=C)(=O)O.C(C=C)(=O)O.C(C=C)(=O)O.CC(COC(C)CO)O